(3S,4R)-3-fluoro-1-(4-((5-isopropyl-8-((2R,3S)-2-methyl-3-((methylsulfonyl)methyl)azetidin-1-yl)isoquinolin-3-yl)amino)pyrimidin-2-yl)-3-methylpiperidin-4-ol formate C(=O)O[C@H]1[C@@](CN(CC1)C1=NC=CC(=N1)NC=1N=CC2=C(C=CC(=C2C1)C(C)C)N1[C@@H]([C@H](C1)CS(=O)(=O)C)C)(C)F